7-bromo-5-chloro-3,3-difluoro-indolin-2-one BrC=1C=C(C=C2C(C(NC12)=O)(F)F)Cl